di-(p-nitrophenyl)-carbonate [N+](=O)([O-])C1=CC=C(C=C1)OC(OC1=CC=C(C=C1)[N+](=O)[O-])=O